2-[4-[(E)-3-(4-Hydroxyphenyl)prop-2-enoyl]phenoxy]-2-methylpropanoic acid OC1=CC=C(C=C1)/C=C/C(=O)C1=CC=C(OC(C(=O)O)(C)C)C=C1